N1CC(C1)CC=1N(C2=C(C=NC=3C=CC(=CC23)C#N)N1)[C@H]1C[C@H](OCC1)C 2-(azetidin-3-ylmethyl)-1-((2R,4R)-2-methyltetrahydro-2H-pyran-4-yl)-1H-imidazo[4,5-C]quinoline-8-carbonitrile